NC=1OC2=C(C=NC=C2N2C[C@@H](O[C@H](C2)C)C(=O)N2[C@H](C3=C(C=C(C=C3CC2)C(F)(F)F)Cl)C)N1 ((2R,6S)-4-(2-aminooxazolo[4,5-c]pyridin-7-yl)-6-methylmorpholin-2-yl)((S)-8-chloro-1-methyl-6-(trifluoromethyl)-3,4-dihydroisoquinolin-2(1H)-yl)methanone